C(CC)(=O)OCC1=CC=CC=C1 Phenylmethyl propionate